C(C)C=1C(NC=2C=C(C=NC2C1)CN1CCN(C2CC12)C=1C=CC(=NC1)C(=O)NC)=C=O 5-(5-((7-ethyl-6-carbonyl-5,6-dihydro-1,5-naphthyridin-3-yl)methyl)-2,5-diazabicyclo[4.1.0]heptane-2-yl)-N-methylpyridinecarboxamide